(1S,3R)-1-(2,6-difluoro-4-((Z)-(1-(3-fluoropropyl)pyrrolidin-3-ylidene)methyl)phenyl)-3-methyl-2-(2,2,2-trifluoroethyl)-1,2,3,4-tetrahydroisoquinoline-6-carboxylic acid FC1=C(C(=CC(=C1)\C=C\1/CN(CC1)CCCF)F)[C@H]1N([C@@H](CC2=CC(=CC=C12)C(=O)O)C)CC(F)(F)F